NC1=C(C=2C(=NC(=C(C2)C2CC2)C)N1C1=C(C(=CC=C1C)OC)C)C#N 2-Amino-5-cyclopropyl-1-(3-methoxy-2,6-dimethylphenyl)-6-methyl-1H-pyrrolo[2,3-b]pyridine-3-carbonitrile